C(CCC)C=1C(=C(OC1)C(=O)O)C(=O)O monobutyl-furandicarboxylic acid